2-[1-[(4-methylphenyl)methyl]-5-oxopyrrolidin-2-yl]-N-(2-pyrrolidin-1-ylethyl)acetamid CC1=CC=C(C=C1)CN1C(CCC1=O)CC(=O)NCCN1CCCC1